N[C@@H](CO[C@H]1O[C@@H]([C@@H]([C@@H]([C@H]1O)O)O)CO)[C@@H]([C@@H](CCCCCCCCCCCCCC)OCC1=CC=CC=C1)OCC1=CC=CC=C1 (2S,3R,4S,5R,6R)-2-(((2S,3S,4R)-2-amino-3,4-bis(benzyloxy)octadecyl)oxy)-6-(hydroxymethyl)tetrahydro-2H-pyran-3,4,5-triol